BrC1=CC(=C(C(=C1)OC)[C@H]1[C@@H](CCC(=C1)C)C([13CH3])=O)OC 1-((1R,2R)-4'-bromo-2',6'-dimethoxy-5-methyl-1,2,3,4-tetrahydro-[1,1'-biphenyl]-2-yl)ethan-1-one-2-13C